BrC1=C(C(=C(C=2CC=C3[Se]C=4C=C(C=CC4N=C3C21)N(CC)CC)Br)Br)Br 1,2,3,4-tetrabromo-9-(diethylamino)-5H-benzophenoselenazine